FC1=C2C=CN(C(C2=CC=C1B1OC(C(O1)(C)C)(C)C)=O)C 5-fluoro-2-methyl-6-(4,4,5,5-tetramethyl-1,3,2-dioxaborolan-2-yl)isoquinolin-1(2H)-one